2-(3-bromophenyl)-6-hydroxy-2,5,5-trimethylhexanoic acid BrC=1C=C(C=CC1)C(C(=O)O)(CCC(CO)(C)C)C